(3-(cyclopentyloxy)prop-1-yn-1-yl)-7-(4-fluorobenzyl)-1-(3-hydroxypropyl)-3-methyl-3,7-dihydro-1H-purine-2,6-dione C1(CCCC1)OCC#CC1=NC=2N(C(N(C(C2N1CC1=CC=C(C=C1)F)=O)CCCO)=O)C